8-ethoxy-7-(1-(1-ethoxyethyl)-1H-pyrazol-4-yl)-[1,2,4]triazolo[1,5-a]pyridin-2-amine C(C)OC=1C=2N(C=CC1C=1C=NN(C1)C(C)OCC)N=C(N2)N